ClC=1C=C(C=CC1Cl)C=1NC(=C(N1)C1=CC=CC=C1)C 2-(3,4-Dichlorophenyl)-4-phenyl-5-methylimidazole